2-methoxyethyl 2-[1-[(2,3-difluorophenyl)methyl]-5-oxo-pyrrolidin-2-yl]acetate FC1=C(C=CC=C1F)CN1C(CCC1=O)CC(=O)OCCOC